3-ureidopropyltriethoxysilane N(C(=O)N)CCC[Si](OCC)(OCC)OCC